FC1=C(CNC(=O)C=2C(C(=C3N(N4[C@@H](C[C@@H]([C@@H](N(C3=O)C4)C)F)C)C2)O)=O)C=CC(=C1)F (1S,2R,4S,5S)-N-(2,4-difluorobenzyl)-4-fluoro-8-hydroxy-2,5-dimethyl-7,9-dioxo-2,3,4,5,7,9-hexahydro-1,6-methanopyrido[1,2-b][1,2,5]triazonine-10-carboxamide